C1(CC1)CC1=C(C(=CC=C1)C)C1=NC=2NS(C=3C=CC=C(C(N[C@@H](COC(=C1)N2)CC(C)C)=O)C3)(=O)=O (11R)-6-[2-(Cyclopropylmethyl)-6-methyl-phenyl]-11-isobutyl-2,2-dioxo-9-oxa-2λ6-thia-3,5,12,19-tetrazatricyclo[12.3.1.14,8]nonadeca-1(18),4(19),5,7,14,16-hexaen-13-one